C(CCC)OCOCCCC(C)I 4-iodopentyl butyloxymethyl ether